C1(=CC=C(C=C1)C(=O)C1=CC=CC=C1)C(=O)C1=CC=CC=C1 1,4-phenylenebis(phenylmethanone)